CC(CCCCCCCCCC)CCCCCCCCCCCCCCC 11-Methylhexacosane